1,2-dichlorodisilane Cl[SiH2][SiH2]Cl